methyl (2R,3S,5R)-3-((difluoromethyl)sulfonamido)-5-methyl-2-((((1R,3R,6S)-6-(pyrimidin-2-yl)bicyclo[4.1.0]heptan-3-yl)oxy)methyl)pyrrolidine-1-carboxylate FC(S(=O)(=O)N[C@@H]1[C@@H](N([C@@H](C1)C)C(=O)OC)CO[C@H]1C[C@H]2C[C@]2(CC1)C1=NC=CC=N1)F